FC1=C(OC[C@@H](/C=C/[C@H]2[C@@H](C[C@@H]3OC[C@H](CC[C@@H]32)COCC(=O)O)O)O)C=C(C=C1)F ({(3R,5aR,6R,7R,8aS)-6-[(1E,3R)-4-(2,5-difluorophenoxy)-3-hydroxy-1-buten-1-yl]-7-hydroxyoctahydro-2H-cyclopenta[b]oxepin-3-yl}methoxy)acetic acid